C1(CC1)N1N=CC(=C1)C=1C=C(C=CC1)N(C(=O)[C@@H]1CC[C@H](CC1)CNS(=O)(=O)C)C[C@@H]1CC[C@H](CC1)C1=CC(=C(C=C1)OC)C trans-N-(3-(1-Cyclopropyl-1H-pyrazol-4-yl)phenyl)-N-((trans-4-(4-methoxy-3-methylphenyl)cyclohexyl)methyl)-4-(methylsulfonamidomethyl)-cyclohexanecarboxamide